5-((2-amino-3-fluoropyridin-4-yl)methyl)-2-((2,5-difluoro-4-iodophenyl)amino)-3,4-difluorobenzoic acid NC1=NC=CC(=C1F)CC=1C(=C(C(=C(C(=O)O)C1)NC1=C(C=C(C(=C1)F)I)F)F)F